COC1C(=C(C(O1)=O)Br)SCC 5-methoxy-4-ethylthio-3-bromo-2(5H)furanone